CC(C[Na])C 2-methyl-1-propyl-sodium